NC1=NC2=C(C=3N1N=C(N3)C=3OC=CC3)SC(N2CCN2CCN(CC2)C2=C(C=C(C(=O)NCC[S@@](=O)C)C=C2)F)=O (S)-4-(4-(2-(5-amino-8-(furan-2-yl)-2-oxothiazolo[5,4-e][1,2,4]triazolo[1,5-c]pyrimidin-3(2H)-yl)ethyl)piperazin-1-yl)-3-fluoro-N-(2-(methylsulfinyl)ethyl)benzamide